2-[(3-fluoro-3'-methoxybiphenyl-4-yl)carbamoyl]cyclopent-1-ene-1-carboxylic acid FC=1C=C(C=CC1NC(=O)C1=C(CCC1)C(=O)O)C1=CC(=CC=C1)OC